IC1=CC(=C(C=C1)C1=NN=CO1)N1CCC2(CC2)CC1 5-(4-iodo-2-(6-azaspiro[2.5]Octan-6-yl)phenyl)-1,3,4-oxadiazole